CN1N=NC2=C1C=CC(=C2)C2=NN(C(=C2)C2=C(C=CC=C2)C)CC2=CC=C(C(=O)NO)C=C2 4-{[3-(1-methyl-1H-benzo[d][1,2,3]triazol-5-yl)-5-(2-methylphenyl)-1H-pyrazol-1-yl]methyl}-N-hydroxybenzoamide